(R)-5-(azidomethyl)-3-(4-(4-(1,1-dioxidothietan-3-yl)piperidin-1-yl)-3,5-difluorophenyl)oxazolidin-2-one N(=[N+]=[N-])C[C@H]1CN(C(O1)=O)C1=CC(=C(C(=C1)F)N1CCC(CC1)C1CS(C1)(=O)=O)F